3-[[6-[3-(1,1-Difluoroethyl)-4-fluoro-phenyl]pyrazolo[4,3-b]pyridin-1-yl]methyl]-5-methyl-isoxazole FC(C)(F)C=1C=C(C=CC1F)C=1C=C2C(=NC1)C=NN2CC2=NOC(=C2)C